BrC=1C(=C(C(=O)[O-])C=CC1)CBr 3-bromo-2-(bromomethyl)benzoate